2-(4-aminophenyl)butanol NC1=CC=C(C=C1)C(CO)CC